N-[4-(3-cyanophenyl)-5-(2,6-dimethyl-4-pyridyl)thiazol-2-yl]-6-oxa-1-azaspiro[3.3]heptane-1-carboxamide C(#N)C=1C=C(C=CC1)C=1N=C(SC1C1=CC(=NC(=C1)C)C)NC(=O)N1CCC12COC2